methyl 1-p-chlorobenzyl-4-phenyl-1,4-dihydropyridine-3,5-dicarboxylate ClC1=CC=C(CN2C=C(C(C(=C2)C(=O)[O-])C2=CC=CC=C2)C(=O)OC)C=C1